N,N,N-Trimethyl-3-(N-oleoylsulfamoyl)propan-1-aminium Iodide [I-].C[N+](CCCS(NC(CCCCCCC\C=C/CCCCCCCC)=O)(=O)=O)(C)C